O(C1=CC=CC=C1)CCC(C(=O)O)=C.C(C=C)(=O)OCCOC1=CC=CC=C1 2-phenoxyethyl Acrylate (2-phenoxy ethyl Acrylate)